(7,8-Dichloro-4-((2-Sulfamoylethyl)Amino)Quinolin-2-Yl)Glycine ClC1=CC=C2C(=CC(=NC2=C1Cl)NCC(=O)O)NCCS(N)(=O)=O